((1s,3s)-3-Hydroxy-3-methylcyclobutyl)(6-((1-methyl-1H-indazol-6-yl)methyl)-2-azaspiro[3.3]heptan-2-yl)methanon OC1(CC(C1)C(=O)N1CC2(C1)CC(C2)CC2=CC=C1C=NN(C1=C2)C)C